1-[3-(2,2-difluoroethoxy)phenyl]-3,3-dimethyl-N-(4-methyl-1,1-dioxo-thian-4-yl)-2-oxo-indoline-5-carboxamide FC(COC=1C=C(C=CC1)N1C(C(C2=CC(=CC=C12)C(=O)NC1(CCS(CC1)(=O)=O)C)(C)C)=O)F